FC1CN(C1)CCC=1C=C(C(N(C1)C)=O)[C@@H](C(=O)NCCC(=O)O)CC(C)C 3-((S)-2-(5-(2-(3-fluoroazetidin-1-yl)ethyl)-1-methyl-2-oxo-1,2-dihydropyridin-3-yl)-4-methylpentanamido)propanoic acid